[Pd].C(C1=CC=CC=C1)=CC(=O)C=CC1=CC=CC=C1.C(C1=CC=CC=C1)=CC(=O)C=CC1=CC=CC=C1 bis[dibenzylideneacetone] palladium